[6-(5-cyclopropyl-4H-1,2,4-triazol-3-yl)-2-azaspiro[3.3]heptan-2-yl]-[rac-(6S)-6-[[5-(trifluoromethyl)pyrazin-2-yl]methyl]-2-azaspiro[3.4]octan-2-yl]methanone C1(CC1)C=1NC(=NN1)C1CC2(CN(C2)C(=O)N2CC3(C2)C[C@H](CC3)CC3=NC=C(N=C3)C(F)(F)F)C1 |r|